[Ra].CN1CCC(CC1)OC=1C=C(N)C=CC1 3-((1-methylpiperidin-4-yl)oxy)aniline radium